(R,S)-N,N-Dimethyl{4-[6-amino-5-(p-chlorophenyl)-4-pyrimidinyl]-1H-pyrazol-1-yl}phenylacetamide CN(C([C@@H](C1=CC=CC=C1)N1N=CC(=C1)C1=NC=NC(=C1C1=CC=C(C=C1)Cl)N)=O)C